7-(3,4-dimethoxyphenyl)-N-(3-hydroxy-4-(4-methylpiperazine-1-carbonyl)phenyl)pyrazolo[1,5-a]pyrimidine-2-carboxamide COC=1C=C(C=CC1OC)C1=CC=NC=2N1N=C(C2)C(=O)NC2=CC(=C(C=C2)C(=O)N2CCN(CC2)C)O